C(C)(C)(C)OC(C(CC1=CC=C(C=C1)CC(=O)O)(C)C)=O 2-(4-(3-tert-butoxy-2,2-dimethyl-3-ketopropyl)phenyl)acetic acid